(3R)-3-{6-ethyl-5-methyl-2-[trans-4-(trifluoromethyl)cyclohexyl]pyrazolo[1,5-a]pyrimidin-7-yl}-3-methylpiperidine C(C)C=1C(=NC=2N(C1[C@]1(CNCCC1)C)N=C(C2)[C@@H]2CC[C@H](CC2)C(F)(F)F)C